2-[4-[[[5-fluoro-6-[methyl-[(3-pyrazol-1-ylphenyl)methyl]amino]pyrimidin-4-yl]amino]methyl]phenyl]acetamide FC=1C(=NC=NC1N(CC1=CC(=CC=C1)N1N=CC=C1)C)NCC1=CC=C(C=C1)CC(=O)N